(S)-2-((4-((2-(5-amino-5,7-dihydrospiro[cyclopenta[b]pyridin-6,4'-piperidin]-1'-yl)pyrido[2,3-b]pyrazin-6-yl)thio)-3-chloro-pyridin-2-yl)amino)ethan-1-ol N[C@@H]1C=2C(=NC=CC2)CC12CCN(CC2)C=2N=C1C(=NC2)N=C(C=C1)SC1=C(C(=NC=C1)NCCO)Cl